S1(CC=CC=C1)=NC(C(F)(F)F)=O (thiopyran-1-ylidene)-2,2,2-trifluoroacetamide